C(C)(C)(C)N(C(O)=O)C1=NC=CC(=C1)CNCC1=CC=CC2=C1NC=N2.ClC2=C1CCCN(C1=CC=C2)C(=O)[C@H]2NCC[C@H]2O (5-chloro-1,2,3,4-tetrahydroquinolin-1-yl)[(2S,3R)-3-hydroxytetrahydro-1H-pyrrol-2-yl]methanone tert-butyl-(4-((((1H-benzo[d]imidazol-7-yl)methyl)amino)methyl)pyridin-2-yl)carbamate